N-[3-(trimethoxysilyl)propyl]ethylenediamine CO[Si](CCCNCCN)(OC)OC